tert-butyl-(R)-3-(4-((R)-2-(2-aminothiazol-4-yl)pyrrolidin-1-yl)phenoxy)piperidine C(C)(C)(C)N1C[C@@H](CCC1)OC1=CC=C(C=C1)N1[C@H](CCC1)C=1N=C(SC1)N